tert-butyl N-[3-(4-{2-methyl-5-[2-(trifluoromethyl)pyridine-4-amido]phenyl}-6-(morpholin-4-yl)pyridin-2-yl)prop-2-yn-1-yl]carbamate CC1=C(C=C(C=C1)NC(=O)C1=CC(=NC=C1)C(F)(F)F)C1=CC(=NC(=C1)N1CCOCC1)C#CCNC(OC(C)(C)C)=O